(1H-indol-6-yl)-boronic acid N1C=CC2=CC=C(C=C12)B(O)O